C(C1=CC=CC=C1)ON1C(N(C2=C(C1=O)C=C(S2)C#C)CC2CCC2)=O 3-Benzyloxy-1-(cyclobutylmethyl)-6-ethynyl-thieno[2,3-d]pyrimidine-2,4(1H,3H)-dione